1-(2-hydroxyphenyl)-3-(furan-2-yl)-2-propen-1-one OC1=C(C=CC=C1)C(C=CC=1OC=CC1)=O